NC1=C(SC2=NC(=CC(=C21)C)C)C(=O)NC2CC=1C=CC(=NC1CC2)N2CC(C(C2)N)(C)OC 3-amino-N-[2-(4-amino-3-methoxy-3-methylpyrrolidin-1-yl)-5,6,7,8-tetrahydroquinolin-6-yl]-4,6-dimethylthieno[2,3-b]pyridine-2-carboxamide